5,7-Dichloro-[1,2,4]triazolo[4,3-c]pyrimidine ClC1=NC(=CC=2N1C=NN2)Cl